(E)-N-(5-((4-(1H-indol-3-yl)pyrimidin-2-yl)amino)-2-chloro-4-methoxyphenyl)-4-(dimethylamino)but-2-enamide N1C=C(C2=CC=CC=C12)C1=NC(=NC=C1)NC=1C(=CC(=C(C1)NC(\C=C\CN(C)C)=O)Cl)OC